(S)-1-(3-Chloro-4-(4-(2-((1-(methylsulfonyl)piperidin-4-yl)amino)-5-(trifluoromethyl)pyrimidin-4-yl)-1H-imidazol-1-yl)benzyl)pyrrolidin-3-ol ClC=1C=C(CN2C[C@H](CC2)O)C=CC1N1C=NC(=C1)C1=NC(=NC=C1C(F)(F)F)NC1CCN(CC1)S(=O)(=O)C